(S)-2'-chloro-4-{[(1R)-1-cyclohexylbutyl]carbamoyl}-6'-(5-methoxy-1H-1,3-benzodiazol-2-yl)-[1,1'-biphenyl]-2-carboxylic acid ClC1=C(C(=CC=C1)C1=NC2=C(N1)C=CC(=C2)OC)C=2C(=CC(=CC2)C(N[C@H](CCC)C2CCCCC2)=O)C(=O)O